(5-(5-fluoro-2-methoxypyridin-4-yl)-1H-pyrazole-3-carbonyl)-N-((1s,4s)-4-methylcyclohexyl)piperidine-4-carboxamide FC=1C(=CC(=NC1)OC)C1=CC(=NN1)C(=O)N1CCC(CC1)C(=O)NC1CCC(CC1)C